6-ethyl-5-(4-(3-fluorobicyclo[1.1.1]pentan-1-yl)phenyl)pyrimidine-2,4-diamine C(C)C1=C(C(=NC(=N1)N)N)C1=CC=C(C=C1)C12CC(C1)(C2)F